2-(((1r,4r)-4-(((4-fluorophenyl)(pyridin-3-yl)carbamoyl-oxy)methyl)cyclohexyl)methoxy)acetic acid FC1=CC=C(C=C1)N(C(=O)OCC1CCC(CC1)COCC(=O)O)C=1C=NC=CC1